3-(3-(4-chloro-3-cyclopropyl-1H-pyrrolo[2,3-b]pyridin-5-yl)phenyl)-1,3,7-triazaspiro[4.4]nonan-2-one ClC1=C2C(=NC=C1C=1C=C(C=CC1)N1C(NC3(C1)CNCC3)=O)NC=C2C2CC2